N1(CCC1)C1CCN(CC1)C1=C(C=C(C=C1)NC=1N=C(C2=C(N1)SC=C2C)NC=2C=C(C=CC2)C(C)(C)O)F 2-(3-((2-((4-(4-(azetidin-1-yl)piperidin-1-yl)-3-fluorophenyl)amino)-5-methylthieno[2,3-d]pyrimidin-4-yl)amino)phenyl)propan-2-ol